C(C=C)(=O)OC(C)CCCCC hept-2-yl acrylate